C1(CCCC1)N1C(N(CC=2C1=NC(=NC2)SC)C)=O 1-Cyclopentyl-3-methyl-7-methylsulfanyl-4H-pyrimido[4,5-d]pyrimidin-2-one